7-((4-chlorobenzyl)oxy)-N-hydroxychromane-2-carboxamide ClC1=CC=C(COC2=CC=C3CCC(OC3=C2)C(=O)NO)C=C1